[C@@H]1([C@@H](CCCC1)N)N R,R-1,2-cyclohexanediamine